diethyl-mercaptodiphenyl-tin C(C)C=1C(=C(C=CC1)[Sn](C1=CC=CC=C1)S)CC